2-(2-hydroxy-4-methylphenyl)-3-methyl-6-(pyridin-2-yl)-2,5-dihydro-4H-pyrazolo[3,4-d]pyrimidin-4-one OC1=C(C=CC(=C1)C)N1N=C2N=C(NC(C2=C1C)=O)C1=NC=CC=C1